BrC=1N=C2O[C@@H](CN2C1)C (2R)-6-bromo-2-methyl-2,3-dihydroimidazo[2,1-b]oxazole